CN(C(CCCCCCCCC)CCCC\C=C/CCCCCCCCCCC)C (15Z)-N,N-dimethyl-heptacos-15-en-10-amine